CS(=O)(=O)OCC=1N=NC2=C(N1)C=CC=C2C (8-Methylbenzo[e][1,2,4]triazin-3-yl)methyl methanesulfonate